BrC1=C(C=CC(=C1)S(=O)(=O)C1CCNCC1)O 2-Bromo-4-(4-piperidinylsulfonyl)phenol